C(CCCCCCCCCCCCCCC(C)C)(=O)OCCCCCCCC(C)C isodecanyl isostearate